CN1C=C(C2=CC=C(C=C12)NC(C=C)=O)C1=NC(=NC=C1)NC1=NN(C=C1)C N-[1-methyl-3-[2-[(1-methylpyrazol-3-yl)amino]pyrimidin-4-yl]indol-6-yl]prop-2-enamide